NC1=CC=2C(C=3N=C(N=CC3C2C=C1)C(F)(F)F)=O 7-amino-2-(trifluoromethyl)-9H-indeno[2,1-d]Pyrimidine-9-one